C[C@@H](C1=CC(=CC=C1)C(=O)C2=CC=CC=C2)C(=O)O (+)-ketoprofen